NC1=CC(=NN1)C=1C(=C(C#N)C=CC1)C 3-(5-amino-1H-pyrazol-3-yl)-2-methyl-benzonitrile